NC1=NOC2=NC(=CC(=C21)C2=CC=C(C=C2)NC(=O)NC2=C(C=CC(=C2)[N+](=O)[O-])Cl)C 1-(4-(3-amino-6-methylisoxazolo[5,4-b]pyridin-4-yl)phenyl)-3-(2-chloro-5-nitrophenyl)urea